(3R,4R)-3-hydroxy-4-(isonicotinamido)pyrrolidine-1-carboxylic acid tert-butyl ester C(C)(C)(C)OC(=O)N1C[C@H]([C@@H](C1)NC(C1=CC=NC=C1)=O)O